C(C)(C)(C)OC(=O)N1CC(C1)(C)OC(=O)N[C@H](C(=O)N[C@H](C(S(=O)(=O)[O-])O)C[C@@H]1C(NCC1)=O)CC(C)C.[Na+] Sodium (2S)-2-((S)-2-((((1-(tert-butoxycarbonyl)-3-methylazetidin-3-yl)oxy)carbonyl) amino)-4-methylpentanamido)-1-hydroxy-3-((R)-2-oxopyrrolidin-3-yl)propane-1-sulfonate